C=C(C)C1=C(C=CC=C1)C1N(CCCC1)C(=O)OC(C)(C)C tert-butyl 2-[2-(prop-1-en-2-yl)phenyl]piperidine-1-carboxylate